CCCCCCCCCCCCCCCCCCCCCCCCCCCCCCC(C(=O)O)O hydroxydotriacontanoic acid